CC(CCl)O The molecule is a secondary alcohol that is isopropanol in which one of the methyl hydrogen atoms is substituted by chlorine. It is an organochlorine compound and a secondary alcohol. It derives from a hydride of a propane.